5-((1S,5R)-1-(5-((S)-4-methylmorpholin-2-yl)-1,3,4-oxadiazol-2-yl)-5-(trifluoromethyl)-3-azabicyclo[3.1.0]hexan-3-yl)quinoline-8-carbonitrile CN1C[C@H](OCC1)C1=NN=C(O1)[C@@]12CN(C[C@]2(C1)C(F)(F)F)C1=C2C=CC=NC2=C(C=C1)C#N